CC(C(=O)OCCN(CC)CC)=C diethylaminoethyl (methyl)acrylate